7-chloro-1-(trideuteriomethyl)-4-[N-(2,2,2-trifluoroethyl)-3-[2-[1-(trifluoromethyl)cyclopropyl]ethynyl]anilino]quinazolin-2-one ClC1=CC=C2C(=NC(N(C2=C1)C([2H])([2H])[2H])=O)N(C1=CC(=CC=C1)C#CC1(CC1)C(F)(F)F)CC(F)(F)F